BrC=1N=C2C(=NC1)N(C(=C(C2=O)N2CCN(CC2)C(=O)C2=NC=NC(=C2O)C)CC)CC(=O)NC2=C(C=C(C=C2)C(F)(F)F)Cl 2-(2-bromo-6-ethyl-7-(4-(5-hydroxy-6-methylpyrimidine-4-carbonyl)piperazin-1-yl)-8-oxopyrido[2,3-b]pyrazin-5(8H)-yl)-N-(2-chloro-4-(trifluoromethyl)phenyl)acetamide